2-chloro-5-fluoro-4-(3-(piperidin-1-yl)phenyl)pyrimidine ClC1=NC=C(C(=N1)C1=CC(=CC=C1)N1CCCCC1)F